N-(1-(difluoromethyl)-2-oxo-1,2-dihydropyridin-3-yl)-7-isopropoxy-2-((1R,4S)-1-methyl-2-oxabicyclo[2.2.1]heptan-4-yl)imidazo[1,2-a]pyrimidine-6-carboxamide FC(N1C(C(=CC=C1)NC(=O)C=1C(=NC=2N(C1)C=C(N2)[C@]21CO[C@](CC2)(C1)C)OC(C)C)=O)F